ClC=1C=C2C(=CNC2=CC1)NC(=O)NC1CCN(CC1)CC1=NC=C(C=C1)C(F)(F)F 1-(5-chloro-1H-indol-3-yl)-3-(1-((5-(trifluoromethyl)pyridin-2-yl)methyl)piperidin-4-yl)urea